OC1=NC=2CC(NC(C2C=C1)=O)CC(C)C 2-hydroxy-7-(2-methylpropyl)-5,6,7,8-tetrahydro-1,6-naphthyridin-5-one